1-[(2R,4S)-4-[4-Amino-3-(2-[[1,2,4]triazolo[1,5-a]pyridin-7-yl]ethynyl)pyrazolo[3,4-d]pyrimidin-1-yl]-2-(methoxymethyl)pyrrolidin-1-yl]prop-2-en-1-one NC1=C2C(=NC=N1)N(N=C2C#CC2=CC=1N(C=C2)N=CN1)[C@H]1C[C@@H](N(C1)C(C=C)=O)COC